N1N=CC2=CC(=CC=C12)NC1=NC(=NC=C1)C=1C=CC2=C(SC(=C2)C(=O)N(C2COCC2)C)C1 6-(4-((1H-indazol-5-yl)amino)pyrimidin-2-yl)-N-methyl-N-(tetrahydro-furan-3-yl)benzo[b]thiophene-2-carboxamide